(2,4-difluoro-3-[[(1-[[2-(trimethylsilyl)ethoxy]methyl]pyrazolo[3,4-b]pyridin-5-yl)oxy]methyl]phenyl)-2-methoxypyridine-3-sulfonamide FC1=C(C=CC(=C1COC=1C=C2C(=NC1)N(N=C2)COCC[Si](C)(C)C)F)C2=C(C(=NC=C2)OC)S(=O)(=O)N